2-deoxy-D-glucarate O=C(C[C@@H](O)[C@H](O)[C@H](O)C(=O)[O-])[O-]